2-methyl-5-(3-(trifluoromethyl)phenyl)-N-(1,2,4-thiadiazol-5-yl)furan-3-carboxamide methyl-2,2-dichlorobutyrate COC(C(CC)(Cl)Cl)=O.CC=1OC(=CC1C(=O)NC1=NC=NS1)C1=CC(=CC=C1)C(F)(F)F